N[C@H]1CS(C2=C(N(C1=O)CC=1C=NN(C1)CC1CC1)C=C(C(=C2)F)C=2OC(=NN2)C(C)(C)C)(=O)=O (3R)-3-amino-7-(5-tert-butyl-1,3,4-oxadiazol-2-yl)-5-[[1-(cyclopropylmethyl)pyrazol-4-yl]methyl]-8-fluoro-1,1-dioxo-2,3-dihydro-1lambda6,5-benzothiazepin-4-one